3-aminomethylhexanoic acid NCC(CC(=O)O)CCC